2-(2-Dimethylamino-ethyl)-5-[1-(2-fluoro-6-methyl-phenyl)-piperidin-4-yl]-7-(2-trifluoromethyl-benzyl)-2,4,5,7-tetrahydro-pyrazolo[3,4-d]pyrimidin-6-on CN(CCN1N=C2N(C(N(CC2=C1)C1CCN(CC1)C1=C(C=CC=C1C)F)=O)CC1=C(C=CC=C1)C(F)(F)F)C